(3s,4r,7s)-3-(((benzyloxy)carbonyl)amino)-4,7-dimethyl-2,3,4,7-tetrahydro-1H-azepine-1-carboxylic acid benzyl ester C(C1=CC=CC=C1)OC(=O)N1C[C@H]([C@@H](C=C[C@@H]1C)C)NC(=O)OCC1=CC=CC=C1